OC1=CC=C(C=C1)C(=C(CCC)C1=CC=CC=C1)C1=CC=C(C=C1)O 4-[1-(4-Hydroxyphenyl)-2-phenylpent-1-enyl]phenol